C(CCCCCCCCC)(=O)OC[C@@H](OC(CCCCCCCCC)=O)CO 1,2-didecanoyl-sn-glycerol